ClC1=C(C(=O)NC2=C3C=NN(C3=CC=C2)C2=CC(=C(C=C2)C)Cl)C=C(C=C1)CNC(=O)C1CCCC1 2-chloro-N-[1-(3-chloro-4-methylphenyl)-1H-indazol-4-yl]-5-{[(cyclopentylcarbonyl)amino]methyl}benzamide